FC1CC(C1)(C1=CC(=CC=C1)[N+](=O)[O-])CC(=O)NN 2-((1R,3S)-3-fluoro-1-(3-nitrophenyl)cyclobutyl)acetohydrazide